C1(CC1)CC1=C(C(=NN1C=1SC=C(N1)C(=O)O)C1=CC(=CC(=C1)OC)F)CC1=CC(=C(C=C1)S(N)(=O)=O)F 2-(5-(cyclopropylmethyl)-4-(3-fluoro-4-sulfamoylbenzyl)-3-(3-fluoro-5-methoxyphenyl)-1H-pyrazol-1-yl)thiazole-4-carboxylic acid